C(C1CO1)OCC[Si](OCC)(OCC)C β-glycidoxyethylmethyl-Diethoxysilane